3,4-dimethoxy-benzoylformic acid COC=1C=C(C(=O)C(=O)O)C=CC1OC